5-Amino-4-(3-hydroxy-2,6-dimethylphenyl)-1-(trifluoromethyl)-1H-benzo[d]imidazole-6-carboxamide NC1=C(C2=C(N(C=N2)C(F)(F)F)C=C1C(=O)N)C1=C(C(=CC=C1C)O)C